2-[2-phenyl-2-oxoethyl]sulfanyl-6-hydroxy-3-methyl-5-phenylpyrimidin-4-one C1(=CC=CC=C1)C(CSC1=NC(=C(C(N1C)=O)C1=CC=CC=C1)O)=O